C(C)(C)(C)OC(=O)N1[C@@H](C[C@H](C1)F)CN (2S,4R)-2-(aminomethyl)-4-fluoro-pyrrolidine-1-carboxylic acid tert-butyl ester